[Cl-].ClC=1C(=NC=CC1)CC[NH3+] 2-(3-chloro-2-pyridinyl)ethylammonium chloride